5-((3-(1-(4-fluorophenyl)-6-methyl-1H-indazol-5-yl)-1-((1-methyl-1H-pyrazol-4-yl)sulfonyl)pyrrolidin-3-yl)methyl)-2-methylthiazole FC1=CC=C(C=C1)N1N=CC2=CC(=C(C=C12)C)C1(CN(CC1)S(=O)(=O)C=1C=NN(C1)C)CC1=CN=C(S1)C